5-FORMYL-4-PHENANTHRENECARBOXYLIC ACID C(=O)C1=C2C=3C(=CC=CC3C=CC2=CC=C1)C(=O)O